C(C)(C)(C)OC(=O)C1=C(C(=O)O)C=CC=C1 2-(tert-butoxycarbonyl)benzoic acid